C(CCCCC)C(COC(CCCCCCCCBr)=O)CCCCCCCC.BrCCCCCCCCC(=O)OCC(CCCCCCCC)CCCCCC 2-hexyldecyl 9-bromononanoate 2-Hexyldecyl-9-bromononanoate